1H-azepin N1C=CC=CC=C1